8-(6-((1R)-1-(2-(3-(difluoromethoxy)pyrrolidin-1-yl)ethoxy)ethyl)pyridin-3-yl)-1-isopropyl-3-methyl-1H-imidazo[4,5-c]cinnolin-2(3H)-one FC(OC1CN(CC1)CCO[C@H](C)C1=CC=C(C=N1)C1=CC=2C3=C(N=NC2C=C1)N(C(N3C(C)C)=O)C)F